tert-butyl 7-(4-bromo-2-cyanophenyl)-2,7-diazaspiro[3.5]nonane-2-carboxylate BrC1=CC(=C(C=C1)N1CCC2(CN(C2)C(=O)OC(C)(C)C)CC1)C#N